BrC1=CC(=C(O[C@H](C(=O)O)CC2CC2)C=C1)C(C)(F)F (S)-2-[4-bromo-2-(1,1-difluoroethyl)phenoxy]-3-cyclopropylpropionic acid